P(=O)(=O)C(CC(=O)O)(CCC(=O)O)C(=O)O 2-phosphobutane-1,2,4-tricarboxylic Acid